9-(2-chloro-4-phenoxybenzoyl)-2-(methoxymethyl)-2-methyl-4-(methyl-d3)-1,2,4,7-tetrahydro-3H-pyrrolo[3',2':5,6]pyrido[3,4-b]pyrazin-3-one ClC1=C(C(=O)C2=CNC3=C2C2=C(N(C(C(N2)(C)COC)=O)C([2H])([2H])[2H])C=N3)C=CC(=C1)OC1=CC=CC=C1